CC1=CC(=NC=C1C1=CC=NN1C)NC([C@H](C1CCC(CC1)C)NC(OC(C)(C)C)=O)=O tert-butyl ((S)-2-((4-methyl-5-(1-methyl-1H-pyrazol-5-yl)pyridin-2-yl)amino)-1-((1r,4S)-4-methylcyclohexyl)-2-oxoethyl)carbamate